NCCCCCC(=O)NC1CCN(CC1)C1=NC(=C(C(=C1C#N)CC)C#N)SC(C(=O)N)C1=CC=CC=C1 6-Amino-N-(1-(6-((2-amino-2-oxo-1-phenylethyl)thio)-3,5-dicyano-4-ethylpyridin-2-yl)piperidin-4-yl)hexanamide